FC1=C(C(=CC(=C1)F)F)[Ti](C1C=CC=C1)(C1C=CC=C1)C1=C(C=C(C=C1F)F)F bis(2,4,6-trifluorophenyl)bis(cyclopentadienyl)titanium